BrCC(C(CCCC(C#N)(C)C)(C)C1=CC(=CC=C1)I)=O 8-bromo-6-(3-iodophenyl)-2,2,6-trimethyl-7-oxooctanenitrile